C(#N)[C@H]1N(CSC1)C(CNC(=O)C1=CC=NC2=CC=C(C=C12)N1C[C@@](CC1)(C)O)=O N-(2-((R)-4-Cyanothiazolidin-3-yl)-2-oxoethyl)-6-((S)-3-hydroxy-3-methylpyrrolidin-1-yl)quinoline-4-carboxamide